N-amidinohexadecylacrylamide C(N)(=N)CCCCCCCCCCCCCCCCNC(C=C)=O